methyl (E)-3-(4-nitro-1-(tetrahydro-2H-pyran-2-yl)-1H-indazol-6-yl)acrylate [N+](=O)([O-])C1=C2C=NN(C2=CC(=C1)/C=C/C(=O)OC)C1OCCCC1